Cl.ClC1=CC(=C(CC2(CCNCC2)C#N)C=C1)C1CC1 4-(4-chloro-2-cyclopropylbenzyl)piperidine-4-carbonitrile hydrochloride